(2R)-3-amino-2-methoxy-propan-1-ol NC[C@H](CO)OC